(R)-N-(2-chloro-4-(3-methylmorpholinyl)thieno[3,2-d]Pyrimidin-7-yl)-N-ethyl-methylsulfonamide ClC=1N=C(C2=C(N1)C(=CS2)N(S(=O)(=O)C)CC)N2[C@@H](COCC2)C